(R)-2,6-bis((tert-butoxycarbonyl)amino)hexanoic acid C(C)(C)(C)OC(=O)N[C@@H](C(=O)O)CCCCNC(=O)OC(C)(C)C